tert-butyl (trans-4-(((4-(1-(4-fluoro-2-(isopropyl(methyl)carbamoyl)phenyl)-1H-pyrrolo[2,3-c]pyridin-3-yl)cyclohexyl)(methyl)amino)methyl)cyclohexyl)carbamate FC1=CC(=C(C=C1)N1C=C(C=2C1=CN=CC2)C2CCC(CC2)N(C)C[C@@H]2CC[C@H](CC2)NC(OC(C)(C)C)=O)C(N(C)C(C)C)=O